Manganese (nitrate) [N+](=O)([O-])[O-].[Mn+2].[N+](=O)([O-])[O-]